O=S1(NC(CC1)C(=O)Cl)=O 1,1-dioxo-1,2-thiazolidine-3-carbonyl chloride